C1[C@@H]([C@@H]([C@H]([C@@H](O1)O)O[C@H]2[C@@H]([C@H]([C@H](CO2)O)O)O)O[C@H]3[C@@H]([C@H]([C@@H]([C@H](O3)CO)O)O)O)O The molecule is a trisaccharide that is alpha-L-arabinopyranose which has been glycosylated at positions 2 and 3 by alpha-L-arabinopyranosyl and beta-D-glucopyrnaosyl groups, respectively. It derives from a 3-O-beta-D-Glcp-(1->3)-alpha-L-Arap.